C(=O)C=1C=C(C=CC1C)CC(=O)OCC ethyl 2-(3-formyl-4-methylphenyl)acetate